C1(=CC=CC=C1)C(OC1CCN(CC1)CCCC(C1=CC=C(C=C1)C(C)(C)C)=O)C1=CC=CC=C1 4-diphenylmethoxy-1-[3-(4-tert-butylbenzoyl)-propyl]piperidine